4-{3-(cyanomethyl)-3-[4-(7H-pyrrolo[2,3-d]pyrimidin-4-yl)-1H-pyrazol-1-yl]azetidin-1-yl}-N-(2-methoxyphenyl)piperidine C(#N)CC1(CN(C1)C1CCN(CC1)C1=C(C=CC=C1)OC)N1N=CC(=C1)C=1C2=C(N=CN1)NC=C2